3-[3-(3-Methoxyazetidin-1-yl)-1-(2,2,2-trifluoroethyl)pyrazolo[4,3-c]pyridin-6-yl]-1H-pyrazol-4-amine COC1CN(C1)C1=NN(C2=C1C=NC(=C2)C2=NNC=C2N)CC(F)(F)F